(+)-6-(1-Cyclopropyl-1H-indol-4-yl)-2-(pyrimidin-2-yl)-5,6,7,8-tetrahydrophthalazin-1(2H)-one C1(CC1)N1C=CC2=C(C=CC=C12)C1CC=2C=NN(C(C2CC1)=O)C1=NC=CC=N1